(3aS,6S,6aS)-N,2,2-trimethyl-N-(1-methylpyrrolo[2,3-b]pyridin-6-yl)-5-[6-methyl-4-(trifluoromethyl)-2-pyridyl]-4-oxo-6,6a-dihydro-3aH-[1,3]dioxolo[4,5-c]pyrrole-6-carboxamide CN(C(=O)[C@H]1N(C([C@@H]2[C@H]1OC(O2)(C)C)=O)C2=NC(=CC(=C2)C(F)(F)F)C)C2=CC=C1C(=N2)N(C=C1)C